C(C)(=O)[O-].C(CCCC)[N+]1(CCCCC1)CCCC 1-Pentyl-1-butylpiperidinium acetat